BrC=1C(=C(SC1)C(C(=O)N)N1C(C=CC2=CC(=CC=C12)C(F)(F)F)=O)C1=NC=NN1 (4-Bromo-3-(1h-1,2,4-triazol-5-yl)thiophen-2-yl)-2-(2-oxo-6-(trifluoromethyl)quinolin-1(2h)-yl)acetamide